2'-{[(2S)-1,4-Dioxan-2-yl]methyl}-N-[(1,3-oxazol-2-yl)methyl]-8'-(trifluoromethyl)-2',5'-dihydrospiro[cyclobutan-1,4'-furo[2,3-g]indazol]-7'-carboxamid O1[C@H](COCC1)CN1N=C2C3=C(CC4(C2=C1)CCC4)OC(=C3C(F)(F)F)C(=O)NCC=3OC=CN3